1-(6-(1H-pyrazol-1-yl)pyrazin-2-yl)piperidin-4-one N1(N=CC=C1)C1=CN=CC(=N1)N1CCC(CC1)=O